BrCC1=C(C=C(C=C1Cl)C(F)(F)F)Cl 2-Bromomethyl-1,3-dichloro-5-trifluoromethyl-benzene